N-ethyl-N-[4-methyl-2-(3-pyridyl)thiazol-5-yl]-3-methylsulfanyl-propionamide C(C)N(C(CCSC)=O)C1=C(N=C(S1)C=1C=NC=CC1)C